2-ethylhexyl 3-[5-[(3S,4S)-4-(tert-butylsulfinylamino)-3-methyl-2-oxa-8-azaspiro[4.5]decan-8-yl]pyrazin-2-yl]sulfanylpropanoate C(C)(C)(C)S(=O)N[C@@H]1[C@@H](OCC12CCN(CC2)C=2N=CC(=NC2)SCCC(=O)OCC(CCCC)CC)C